N-(1-(tert-butyl)-1H-pyrazol-4-yl)-2-(2-fluoro-4-((6-(methylsulfonyl)quinolin-4-yl)oxy)phenyl)acetamide C(C)(C)(C)N1N=CC(=C1)NC(CC1=C(C=C(C=C1)OC1=CC=NC2=CC=C(C=C12)S(=O)(=O)C)F)=O